N-(1-(4-bromothiophen-2-yl)ethyl)-6,7-dimethoxyquinazolin-4-amine BrC=1C=C(SC1)C(C)NC1=NC=NC2=CC(=C(C=C12)OC)OC